5-(4-(6-Chloro-3-(4-(4-chloro-3,5-dimethylphenyl)butyl)-1-(pyridin-3-ylmethyl)-7-(1,3,5-trimethyl-1H-pyrazol-4-yl)-1H-indole-2-carbonyl)piperazin-1-yl)picolinic Acid ClC1=CC=C2C(=C(N(C2=C1C=1C(=NN(C1C)C)C)CC=1C=NC=CC1)C(=O)N1CCN(CC1)C=1C=CC(=NC1)C(=O)O)CCCCC1=CC(=C(C(=C1)C)Cl)C